4,4,4-trifluoro-1-butanethiol FC(CCCS)(F)F